C[C@H](CCCCCCCCCC)CCCCCCCCCCCC (R)-11-methyl-tricosane